ClC1=C(C=CC(=C1)B1OC(C(O1)(C)C)(C)C)NC(C)=O N-(2-chloro-4-(4,4,5,5-tetramethyl-1,3,2-dioxaborolan-2-yl)phenyl)acetamide